C1=C(C=CC2=CC=CC=C12)/C=C/C(=O)C1=CC=C(C=C1)C (E)-3-(naphthalen-2-yl)-1-(p-tolyl)prop-2-en-1-one